O=C1C=2N=CNC2N=CN1C(=O)N(C1=CC=CC=C1)C1=CC=CC=C1 6-oxo-N,N-diphenyl-6,9-dihydro-1H-purine-1-carboxamide